O=C1NC(CCC1N1C(C2=CC=CC(=C2C1=O)OCC(=O)NCCCCCN1CCC(CC1)NC(OC(C)(C)C)=O)=O)=O tert-butyl (1-(5-(2-((2-(2,6-dioxopiperidin-3-yl)-1,3-dioxoisoindolin-4-yl)oxy)acetamido)pentyl)piperidin-4-yl)carbamate